C[C@@H]1CN(C[C@H]2N1CCN(C2)CC=2C=C1CCNCC1=CC2)C2=C1C=CC=NC1=C(C=C2)C#N 5-[(4R,9aS)-4-methyl-8-(1,2,3,4-tetrahydroisoquinolin-6-ylmethyl)-3,4,6,7,9,9a-hexahydro-1H-pyrazino[1,2-a]pyrazin-2-yl]quinoline-8-carbonitrile